ONC(C1=C(C(=CC=C1)N1CC(C1)OC1=CC=C(C=C1)NC(=O)NC=1C=NC=CC1)N1C=CC=C1)=O N-hydroxy-3-(3-(4-(3-(pyridin-3-yl)ureido)phenoxy)azetidin-1-yl)-2-(1H-pyrrol-1-yl)benzamide